S(=O)(O)O.CN1C=C(C(=C1)O)O N-methyl-3,4-dihydroxypyrrole sulfite